ClC=1C(=NC(=NC1)NC1=CC(=C(C=C1OC(C)C)N1CCC(CC1)N1CCN(CC1)CC1=C(C=CC=C1)C1C(NC(CC1)=O)=O)C)NC1=C(C=CC=C1)S(=O)(=O)C(C)C 3-(2-((4-(1-(4-((5-chloro-4-((2-(isopropylsulfonyl)phenyl)amino)pyrimidin-2-yl)amino)-5-isopropoxy-2-methylphenyl)piperidin-4-yl)piperazin-1-yl)methyl)phenyl)piperidine-2,6-dione